C(#N)C1=C(C=C(OC\C(\CNC(OC(C)(C)C)=O)=C\F)C=C1)C tert-butyl (E)-(2-((4-cyano-3-methylphenoxy)methyl)-3-fluoroallyl)carbamate